tert-butyl-4-(4-amino-3-fluorophenyl)-1H-pyrazole-1-carboxylate (tert-butyl 4-(4-amino-3-fluorophenyl)-1H-pyrazole-1-carboxylate) C(C)(C)(C)C1=NN(C=C1C1=CC(=C(C=C1)N)F)C(=O)O.C(C)(C)(C)OC(=O)N1N=CC(=C1)C1=CC(=C(C=C1)N)F